C1(CC1)C1=C(C(=NO1)C1=C(C=CC=C1Cl)Cl)C1=CC2(C1)CCN(CC2)C2=NC1=C(N2C)C=CC=C1 2-(2-(5-Cyclopropyl-3-(2,6-dichlorophenyl)isoxazol-4-yl)-7-azaspiro[3.5]non-1-en-7-yl)-1-methyl-1H-benzo[d]imidazol